4-((17-azido-3,6,9,12,15-pentaoxaheptadecyl)thio)phenol N(=[N+]=[N-])CCOCCOCCOCCOCCOCCSC1=CC=C(C=C1)O